6-[6-chloro-2-[[(2S)-1-(oxetan-3-yl)pyrrolidin-2-yl]methoxy]-4-piperazin-1-yl-quinazolin-7-yl]-5-(trifluoromethyl)pyridin-2-amine ClC=1C=C2C(=NC(=NC2=CC1C1=C(C=CC(=N1)N)C(F)(F)F)OC[C@H]1N(CCC1)C1COC1)N1CCNCC1